CC=1N=C(C2=C(N1)N=CC(=C2)N2CCN(CC2)C(C)=O)N[C@H](C)C2=C(C(=CC=C2)C(F)(F)F)C 1-{4-[2-methyl-4-({(1R)-1-[2-methyl-3-(trifluoromethyl)phenyl]ethyl}amino)pyrido[2,3-d]pyrimidin-6-yl]piperazin-1-yl}ethan-1-one